[Cl].C(CCC)N1CN(C=C1)C 1-butyl-3-methylimidazole chlorine salt